C1(CCC1)C=1C(=NN(C1NC(C[C@@H]1C(C(C1)(F)F)(F)F)=O)C)C(C1=CC=C(C=C1)F)(F)F (S)-N-(4-cyclobutyl-3-(difluoro(4-fluorophenyl)methyl)-1-methyl-1H-pyrazol-5-yl)-2-(2,2,3,3-tetrafluorocyclobutyl)acetamide